heptenyl bromide C(=CCCCCC)Br